C(CCC)P(=CC#N)(CCCC)CCCC 2-(tributyl-λ5-phosphaneylidene)acetonitrile